C(C)(=O)N[C@H]1CN(C[C@@H]([C@@H]1OC(C)=O)OC(C)=O)C(CCC(=O)OCC1=CC=CC=C1)=O benzyl 4-[(3S,4R,5S)-3-acetamido-4,5-diacetoxy-1-piperidyl]-4-oxo-butanoate